FC(C1=C(C=CC(=C1)C(F)(F)F)C1C(NC2=C(CC1)C=C(C=C2)F)=O)(F)F 3-[2,4-bis(trifluoromethyl)phenyl]-7-fluoro-2,3,4,5-tetrahydro-1H-1-benzazepin-2-one